(1R,2S,5S)-3-[(2S)-2-(benzyloxycarbonylamino)-4-methyl-pentanoyl]-6,6-dimethyl-3-azabicyclo[3.1.0]hexane-2-carboxylic acid C(C1=CC=CC=C1)OC(=O)N[C@H](C(=O)N1[C@@H]([C@H]2C([C@H]2C1)(C)C)C(=O)O)CC(C)C